CC1N(CCCNC1)S(=O)(=O)C1=NC=CC2=CC=CC=C12 ((2-methyl-1,4-diazepan-1-yl)sulfonyl)isoquinoline